OC=1C=CC2=C(OC(OC2=O)(C)C)C1 7-hydroxy-2,2-dimethyl-4H-benzo[d][1,3]dioxin-4-one